2-amino-4-[4-(1,1-difluoro-2-hydroxy-ethoxy)phenyl]-6-sulfanyl-pyridine-3,5-dicarbonitrile NC1=NC(=C(C(=C1C#N)C1=CC=C(C=C1)OC(CO)(F)F)C#N)S